C(#N)N=C(NCC1=CN=CS1)NC1=CC=NC=C1 5-{[2-cyano-3-(pyridin-4-yl)guanidino]methyl}thiazole